(R)-N-(3,3-difluoro-1-(oxetan-3-yl)piperidin-4-yl)-5-(1-ethyl-1H-benzo[d][1,2,3]triazol-6-yl)-4-methoxypyrrolo[2,1-f][1,2,4]triazin-2-amine FC1(CN(CC[C@H]1NC1=NN2C(C(=N1)OC)=C(C=C2)C=2C=CC1=C(N(N=N1)CC)C2)C2COC2)F